(S)-9-(5-(difluoromethyl)-1,3,4-thiadiazol-2-yl)-4-(1-(3-hydroxypyrrolidine-1-carbonyl)piperidin-4-yl)-N-(1-methylcyclopropyl)-9H-pyrimido[4,5-b]indole-7-sulfonamide FC(C1=NN=C(S1)N1C2=C(C3=CC=C(C=C13)S(=O)(=O)NC1(CC1)C)C(=NC=N2)C2CCN(CC2)C(=O)N2C[C@H](CC2)O)F